C(CC=C)C1=NC(=C(C(=O)O)C=C1)N1CCC(CCC1)(F)F 6-(3-buten-1-yl)-2-(4,4-difluoroazepan-1-yl)nicotinic acid